C1=CC=CC=2[N+](=NC=3C=CC=CC3C21)[O-] benzo[c]cinnoline oxide